(1R,3R,4R)-N-(6-(1-cyanospiro[2.2]pentan-1-yl)isoquinolin-3-yl)-3-fluoro-4-hydroxycyclopentane-1-carboxamide C(#N)C1(CC12CC2)C=2C=C1C=C(N=CC1=CC2)NC(=O)[C@H]2C[C@H]([C@@H](C2)O)F